COC(=O)C=1C(N(C2=NC(=CC=C2C1N)C(F)(F)F)C=1C=NC(=CC1)C)=O 4-Amino-1-(6-methylpyridin-3-yl)-2-oxo-7-(trifluoromethyl)-1,2-dihydro-1,8-naphthyridine-3-carboxylic acid methyl ester